FC(C)(F)C1(CC1)CS(=O)(=O)NC1=C(C=C(C=C1)C1=NC=2C=NC(=NC2N(C1=O)C(C)C)NC1CCC(CC1)N(C)C)F 1-[1-(1,1-difluoroethyl)-cyclopropyl]-N-[4-[2-[[4-(dimethylamino)-cyclohexyl]amino]-8-isopropyl-7-oxo-pteridin-6-yl]-2-fluoro-phenyl]methanesulfonamide